2-(6-Methanesulfonyl-benzothiazol-2-ylamino)-1-methyl-1H-benzimidazole-5-carboxylic acid CS(=O)(=O)C1=CC2=C(N=C(S2)NC2=NC3=C(N2C)C=CC(=C3)C(=O)O)C=C1